FC(=CC1=C(C=CC(=C1)C)S(=O)(=O)O)F 2,2-Difluorovinyl-4-methylbenzenesulfonic acid